1,6,6-trimethyl-2-oxo-7,8-dihydro-5H-quinoline-3-carboxylic acid CN1C(C(=CC=2CC(CCC12)(C)C)C(=O)O)=O